1-(ethylsulfonyl)piperidin-4-amine hydrochloride Cl.C(C)S(=O)(=O)N1CCC(CC1)N